COCCOCCS(=O)(=O)C1=CC=C(C=C1)NC=1N=CC2=C(N1)CNCC2 N-{4-[2-(2-methoxyethoxy)ethanesulfonyl]phenyl}-5H,6H,7H,8H-pyrido[3,4-d]pyrimidin-2-amine